ClC1=C(C(=O)N[C@H](C(=O)OC)CNC(CNC(C2=CC(=CC=C2)NC=2NCCCN2)=O)=O)C(=CC=C1)Cl (S)-methyl 2-(2,6-dichlorobenzamido)-3-(2-(3-(1,4,5,6-tetrahydropyrimidin-2-ylamino) benzamido)acetamido)propanoate